(pyridin-2-ylmethoxy)-2-methylpyrazolo[1,5-a]quinazoline N1=C(C=CC=C1)COC=1C(=NN2C1N=CC1=CC=CC=C21)C